COC=1C=CC(=NC1)C(=O)N(C)C1=CC=C2CCN(CC2=C1)C=1C=NC(=CC1)OC 5-Methoxy-N-[2-(6-methoxypyridin-3-yl)-1,2,3,4-tetrahydroisoquinolin-7-yl]-N-methylpyridine-2-carboxamide